C(C)(C)(C)OC(=O)N1C2CN(CC1CC2)C2=CC(=C(C=C2)Cl)F 3-(4-chloro-3-fluorophenyl)-3,8-diazabicyclo[3.2.1]octane-8-carboxylic acid tert-butyl ester